C1(=C(C=CC=C1)C1(C(N(C(N1C1=CC=CC=C1)=O)C1=CC=CC=C1)=O)O)C 5-o-tolyl-5-hydroxy-1,3-diphenyl-2,4-imidazolinedione